3-AZIDO-2-METHYLPROPANOIC ACID N(=[N+]=[N-])CC(C(=O)O)C